methyl 6-(8-ethyl-7-fluoro-3-(methoxymethoxy)naphthalen-1-yl)-4-oxotetrahydro-2H-pyran-3-carboxylate C(C)C=1C(=CC=C2C=C(C=C(C12)C1CC(C(CO1)C(=O)OC)=O)OCOC)F